8-fluoro-1-hydroxy-2-methyl-3-(4-trifluoromethoxybenzyl)-4(1H)-quinolinone FC=1C=CC=C2C(C(=C(N(C12)O)C)CC1=CC=C(C=C1)OC(F)(F)F)=O